The molecule is a nine-membered branched glucosamine oligosaccharide consisting of eight D-mannosyl residues and one N-acetylglucosamine residue (the latter being located at the reducing end). An intermediate glycan structure of glycosylated proteins. CC(=O)N[C@@H]1[C@H]([C@@H]([C@H](O[C@H]1O)CO)O[C@H]2[C@H]([C@H]([C@@H]([C@H](O2)CO[C@@H]3[C@H]([C@H]([C@@H]([C@H](O3)CO[C@@H]4[C@H]([C@H]([C@@H]([C@H](O4)CO)O)O)O[C@@H]5[C@H]([C@H]([C@@H]([C@H](O5)CO)O)O)O)O)O[C@@H]6[C@H]([C@H]([C@@H]([C@H](O6)CO)O)O)O)O)O)O[C@@H]7[C@H]([C@H]([C@@H]([C@H](O7)CO)O)O)O[C@@H]8[C@H]([C@H]([C@@H]([C@H](O8)CO)O)O)O[C@@H]9[C@H]([C@H]([C@@H]([C@H](O9)CO)O)O)O)O)O